4-(5-hydroxy-1,3-dioxoisoindolin-2-yl)benzoic acid OC=1C=C2C(N(C(C2=CC1)=O)C1=CC=C(C(=O)O)C=C1)=O